2,2-dimethyl-N-(5-methyl-5-azaspiro[3.4]oct-8-yl)-3-((3-(trifluoromethyl)pyridin-2-yl)oxy)propanamide CC(C(=O)NC1CCN(C12CCC2)C)(COC2=NC=CC=C2C(F)(F)F)C